O=C1NC(CCC1N1C(C2=CC=C(C=C2C1=O)N1CCC(CC1)CCCC1=CC=C(C(=O)NC2=CC3=C(NC(=N3)CN3[C@H](CCC3)C)C=C2)C=C1)=O)=O 4-(3-(1-(2-(2,6-dioxopiperidin-3-yl)-1,3-dioxoisoindolin-5-yl)piperidin-4-yl)propyl)-N-(2-(((S)-2-methylpyrrolidin-1-yl)methyl)-1H-benzo[d]imidazol-5-yl)benzamide